tert-Butyl 5-(2-hydroxy-2,3-dihydro-1H-inden-4-yl)-3-iodo-6-methoxy-1H-pyrazolo[4,3-b]pyridine-1-carboxylate OC1CC2=CC=CC(=C2C1)C1=C(C=C2C(=N1)C(=NN2C(=O)OC(C)(C)C)I)OC